Cl.FC(C1CCNCC1)(F)F 4-(trifluoromethyl)piperidine hydrochloride Salt